ClC=1C=C(C#N)C=C(C1)C(CO)CN1C(CC(C1)COC1=CC=C(C=C1)S(=O)(=O)C)C 3-chloro-5-[1-hydroxy-3-[4-[(4-methanesulfonylphenoxy)methyl]-2-methylpyrrolidin-1-yl]propan-2-yl]benzonitrile